ClC=1C=C(C=C(C1OC=1C=C2CCN(C(C2=CC1)=O)CC1=CC(=C(C=C1)F)Cl)Cl)N1N=C(C(NC1=O)=O)C(=O)O 2-(3,5-dichloro-4-((2-(3-chloro-4-fluorobenzyl)-1-oxo-1,2,3,4-tetrahydroisoquinolin-6-yl)oxy)phenyl)-3,5-dioxo-2,3,4,5-tetrahydro-1,2,4-triazine-6-carboxylic acid